8-chloro-2-[2-[2-[4-(methylsulfinylidene)-1-piperidinyl]ethoxy]-4-(trifluoromethyl)phenyl]chromen-4-one ClC=1C=CC=C2C(C=C(OC12)C1=C(C=C(C=C1)C(F)(F)F)OCCN1CCC(CC1)=S(=O)C)=O